4-chlorobenzofuran ClC1=CC=CC2=C1C=CO2